IC1=CC(NC=C1CNC)=O 4-iodo-5-((methylamino)methyl)pyridin-2(1H)-one